4-((5-(3,6-dihydro-2H-pyran-4-yl)-3-isopropylpyrazolo[1,5-a]pyrimidin-7-yl)amino)piperidine-1-carboxylic acid (E)-(1-(4-(dimethylamino)but-2-enoyl)-3-fluoroazetidine-3-yl)methyl ester CN(C/C=C/C(=O)N1CC(C1)(F)COC(=O)N1CCC(CC1)NC1=CC(=NC=2N1N=CC2C(C)C)C=2CCOCC2)C